NCCCN(C(C1=CC=C(C=C1)C)=O)[C@H](C(C)C)C1=NC2=CC(=CC=C2C(N1CC1=CC=CC=C1)=O)Cl (R)-N-(3-aminopropyl)-N-(1-(3-benzyl-7-chloro-4-oxo-3,4-dihydroquinazolin-2-yl)-2-methylpropyl)-4-methylbenzamide